C(N)(=O)C1=C2C=3C(=CC(=CC3N(C2=CC=C1)CC1=CC=CC=C1)C1=CC=CC=C1)OCC(=O)O [5-carbamoyl-2-phenyl-9-(phenylmethyl)carbazol-4-yl]oxyacetic acid